N5-Cyclopentyl-N3,N3-dimethylpyrazolo[1,5-a]pyrimidine-3,5-diamine C1(CCCC1)NC1=NC=2N(C=C1)N=CC2N(C)C